N-(4-methyl-3-(8-methyl-2-(methylamino)-8,9-dihydroimidazo[1',2':1,6]pyrido[2,3-d]pyrimidin-6-yl)phenyl)-4-(trifluoromethyl)picolinamide CC1=C(C=C(C=C1)NC(C1=NC=CC(=C1)C(F)(F)F)=O)C1=CC2=C(N=C(N=C2)NC)N2C1=NC(C2)C